C(=CC)N1CCC(CC1)C#CC=1C=2N(C=C(C1)C=1C=NN(C1)C)N=CC2C#N 4-((1-propenylpiperidin-4-yl)ethynyl)-6-(1-methyl-1H-pyrazol-4-yl)pyrazolo[1,5-a]pyridine-3-carbonitrile